Menthanecarboxylic acid N-(4-methoxyphenyl)-amide COC1=CC=C(C=C1)NC(=O)C1CC(CCC1C(C)C)C